FC1=CC(=CC2=C1OCO2)C=2C=C1C(=NC2)N(N=C1NC(=O)C=1C(=NOC1)C)CCC(C)(C)O N-(5-(7-fluorobenzo[d][1,3]dioxol-5-yl)-1-(3-hydroxy-3-methylbutyl)-1H-pyrazolo[3,4-b]pyridin-3-yl)-3-methylisoxazole-4-carboxamide